(R)-6-chloro-3-((1-(2-(3-fluoro-4-((1-methyl-1H-pyrazol-4-yl)amino)phenyl)-3,6-dimethyl-4-oxo-3,4-dihydroquinazolin-8-yl)ethyl)amino)-N-(methylsulfonyl)picolinamide ClC1=CC=C(C(=N1)C(=O)NS(=O)(=O)C)N[C@H](C)C=1C=C(C=C2C(N(C(=NC12)C1=CC(=C(C=C1)NC=1C=NN(C1)C)F)C)=O)C